(R)-(5-(2-fluoropropan-2-yl)-1,3,4-oxadiazol-2-yl)(4-(4-fluoropyrazolo[1,5-a]pyridin-2-yl)-6,7-dihydro-1H-imidazo[4,5-c]pyridin-5(4H)-yl)methanone FC(C)(C)C1=NN=C(O1)C(=O)N1[C@H](C2=C(CC1)NC=N2)C2=NN1C(C(=CC=C1)F)=C2